5,7-Di-tert-butyl-3-[4-(2-stearoyloxyethoxy)phenyl]benzofuran-2-on C(C)(C)(C)C=1C=C(C2=C(C(C(O2)=O)C2=CC=C(C=C2)OCCOC(CCCCCCCCCCCCCCCCC)=O)C1)C(C)(C)C